ClC=1C=C2C(=CC1)NC(C21CCN(CC1)CCOC=1C=NC=2N(C(CCC2C1)=O)C1CC(C1)(O)C1CC1)=O 5-chloro-1'-[2-({7-oxo-8-[(cis)-3-cyclopropyl-3-hydroxycyclobutyl]-5,6,7,8-tetrahydro-1,8-naphthyridin-3-yl}oxy)ethyl]-1,2-dihydrospiro[indole-3,4'-piperidin]-2-one